C([C@H](O)C1=CC=CC=C1)(=O)O.S1C=CC2=C1[C@@H](OCC2)CNC (S)-(4,5-dihydro-7H-thieno[2,3-c]pyran-7-yl)-N-methylmethanamine (R)-mandelate